3-(4-((2-(trifluoromethyl)benzyl)oxy)phenyl)urea FC(C1=C(COC2=CC=C(C=C2)NC(N)=O)C=CC=C1)(F)F